C(C)(C)(C)S(=O)NC(C(=O)OC(C)C)(CC(C)(C)C1CC1)C1=CC=C(C=C1)Cl isopropyl 2-((tert-butylsulfinyl) amino)-2-(4-chlorophenyl)-4-cyclopropyl-4-methylpentanoate